Tert-butyl methyl((1R,3S)-3-(tritylamino)cyclopentyl)carbamate CN(C(OC(C)(C)C)=O)[C@H]1C[C@H](CC1)NC(C1=CC=CC=C1)(C1=CC=CC=C1)C1=CC=CC=C1